C(C)=C1CC[C@H]2[C@@H]3CC[C@H]4C[C@@](CC[C@@]4([C@H]3CC[C@]12C)CO)(O)C (3R,5S,8S,9S,10R,13S,14S)-17-ethylidene-10-(hydroxymethyl)-3,13-dimethylhexadecahydro-1H-cyclopenta[a]phenanthren-3-ol